CC1=CC=NC2=C3N=CC=C(C3=CC=C12)C 4,7-di-methylphenanthroline